C(C)OC(C(C(C(=O)OCC)CCCCC)(CCCCC)C#N)=O 2-cyano-2,3-di-n-pentylsuccinic acid diethyl ester